O1CCN(CC1)CCS(=O)(=O)O L-2-[morpholino]ethanesulfonic acid